(1S,2S,3R)-N-(7-chloro-6-(1-((3R,4R)-4-hydroxy-3-methyltetrahydrofuran-3-yl)piperidin-4-yl)isoquinolin-3-yl)-2-ethyl-3-(pyridin-2-yl)cyclopropane-1-carboxamide ClC1=C(C=C2C=C(N=CC2=C1)NC(=O)[C@H]1[C@H]([C@H]1C1=NC=CC=C1)CC)C1CCN(CC1)[C@@]1(COC[C@@H]1O)C